5-chloro-6-((tetrahydrofuran-3-yl)oxy)pyridin ClC=1C=CC=NC1OC1COCC1